CC(C[Al](CC(C(C)(C)C1=CC=CC=C1)C)CC(C(C)(C)C1=CC=CC=C1)C)C(C)(C1=CC=CC=C1)C tris(2,3-dimethyl-3-phenylbutyl)aluminum